(7-bromo-5-((4-(chlorodifluoromethoxy)phenyl)carbamoyl)-1-isopropylindolin-3-yl)methyl methanesulfonate CS(=O)(=O)OCC1CN(C2=C(C=C(C=C12)C(NC1=CC=C(C=C1)OC(F)(F)Cl)=O)Br)C(C)C